IC1=NN(C=2C1=NC(=CC2)N2[C@@H](COCC2)C)CC(=O)OC Methyl 2-[3-iodo-5-[(3R)-3-methylmorpholin-4-yl]-1H-pyrazolo[4,3-b]pyridin-1-yl]acetate